O(C)C=1C2=C(C3=C(C(=C(N3OC)C=C3C=CC(C=C4C=CC(=CC(C1)=N2)N4)=N3)C3=CC=CC=C3)OC)OC tetra-methoxylphenyl-porphyrine